N-tert-butyloxy[(2S)-pyrrolidin-2-yl]methanol C(C)(C)(C)ON1[C@@H](CCC1)CO